2-((4-chlorobenzyl)sulfinyl)-6,7-difluorobenzo[d]oxazole ClC1=CC=C(CS(=O)C=2OC3=C(N2)C=CC(=C3F)F)C=C1